C(C1CO1)CN(CCC1CO1)C1CCCCC1 N,N-diglycidylmethylcyclohexylamine